FC(C(=O)O)(F)F.ClC1=C(C(=O)N2COC3=C(C2)C=CC=C3C3=CC(=C(C(=O)OC)C=C3F)N3CCOCC3)C(=CC(=C1)N1CC3(C1)CNC3)Cl Methyl 4-[3-[2,6-dichloro-4-(2,6-diazaspiro[3.3]heptan-2-yl)benzoyl]-2,4-dihydro-1,3-benzoxazine-8-yl]-5-fluoro-2-morpholin-4-ylbenzoate 2,2,2-trifluoroacetate